[K+].CC1=NN2C(C(=NC=C2)C)=C1C(=O)[O-] 2,4-dimethylpyrazolo[1,5-a]pyrazine-3-carboxylic acid potassium salt